FC1=C(C=CC=2NC(=NC21)[C@@H](NC(=O)C=2C(=NOC2)C)C2CCC(CC2)C)C2CCOCC2 N-{(S)-[4-fluoro-5-(tetrahydropyran-4-yl)-1H-benzimidazol-2-yl](4-methylcyclohexyl)-methyl}-3-methylisoxazole-4-carboxamide